COC(=O)[C@@H]1CN(CC1)C1=CC=C(C=C1)OC1=CC=NC2=C(C=NC=C12)F (S)-1-[4-(8-fluoro-[1,6]naphthyridin-4-yloxy)-phenyl]-pyrrolidine-3-carboxylic acid methyl ester